N1=CC=CC2=C(N=CC=C12)N[C@H]1C[C@H](CCC1)N (1R,3S)-N1-(1,6-naphthyridin-5-yl)cyclohexane-1,3-diamine